1-[(tert-butoxy)carbonyl]azocane-3-carboxylic acid C(C)(C)(C)OC(=O)N1CC(CCCCC1)C(=O)O